5-amino-2-phenyl-N,N-dipropyl-6H-thieno[3,2-b]azepine-7-carboxamide NC=1CC(=CC2=C(N1)C=C(S2)C2=CC=CC=C2)C(=O)N(CCC)CCC